ClC1=C(C#N)C(=CC=N1)NC1=CC2=C(N(C(N2CC[C@@H](C)O)=O)C)C=C1 (R)-2-Chloro-4-((3-(3-hydroxybutyl)-1-methyl-2-oxo-2,3-dihydro-1H-benzo[d]imidazol-5-yl)amino)nicotinonitril